3-((3-chloro-4-(trifluoromethyl)benzyl)oxy)cyclobutyl 6-oxo-7-oxa-2,5-diazaspiro[3.4]octane-2-carboxylate O=C1NC2(CN(C2)C(=O)OC2CC(C2)OCC2=CC(=C(C=C2)C(F)(F)F)Cl)CO1